1-(5-ethylpyrimidin-2-yl)piperidin C(C)C=1C=NC(=NC1)N1CCCCC1